ClC1=C(C=CC(=C1)C1=NOC(=N1)C(F)(F)F)CN1C=NC(=C1C#N)C#N 1-[[2-chloro-4-[5-(trifluoromethyl)-1,2,4-oxadiazol-3-yl]phenyl]methyl]imidazole-4,5-dicarbonitrile